C(CCC)O[C@H]1C[C@H](CC1)NC(OC(C)(C)C)=O tert-butyl [(1S,3R)-3-butoxycyclopentyl]carbamate